NC1=CC=C2C(C=C(OC2=C1NS(O)(=O)=O)C1CCN(CC1)CC)=O (7-amino-2-(1-ethylpiperidin-4-yl)-4-oxo-4H-chromen-8-yl)sulfamic acid